BrC1=CC(=[N+](C=C1C(=O)OC)[O-])C 4-bromo-5-(methoxycarbonyl)-2-methylpyridine-1-oxide